NCC1CCC(CC1)C(=O)NC1=CC(=CC=C1)C1=CC2=C(C=C1OC)OCC1=C2N(N=C1C(=O)N1C(COCC1)(C)C)C1=CC(=CC(=C1)Cl)Cl (1r,4r)-4-(aminomethyl)-N-(3-(1-(3,5-dichlorophenyl)-3-(3,3-dimethylmorpholine-4-carbonyl)-7-methoxy-1,4-dihydrochromeno[4,3-c]pyrazol-8-yl)phenyl)cyclohexane-1-carboxamide